2-bromophenylthiophenol lithium salt [Li].BrC1=C(C=CC=C1)C1=C(C=CC=C1)S